C(C)N1N=CC(=C1)C=1C=NC=2N(C1)N=CC2C2=CC=C(C#N)C=C2 4-[6-(1-Ethylpyrazol-4-yl)pyrazolo[1,5-a]pyrimidin-3-yl]benzonitrile